2-((3S,4R)-4-(2-azidoethoxy)-3-fluoro-3-methylpiperidin-1-yl)-N,N-bis((2-(trimethylsilyl)ethoxy)methyl)pyrimidin-4-amine N(=[N+]=[N-])CCO[C@H]1[C@@](CN(CC1)C1=NC=CC(=N1)N(COCC[Si](C)(C)C)COCC[Si](C)(C)C)(C)F